ClC(C(F)(F)F)(F)Cl dichlorotetra-fluoro-ethane